N[C@H](CC1=CNC2=CC=CC=C12)C(=O)O (D)-Tryptophan